1-Ethyl-3-(6-fluoro-5-(2-fluoro-5-((4-oxo-3,4-dihydrophthalazin-1-yl)methyl)phenyl)-1H-benzimidazol-2-yl)urea C(C)NC(=O)NC1=NC2=C(N1)C=C(C(=C2)C2=C(C=CC(=C2)CC2=NNC(C1=CC=CC=C21)=O)F)F